{[(2E)-3-(4-chlorophenyl)prop-2-en-1-yl]-5-fluorospiro[indole-3,4'-piperidine]-1(2H)-yl}(2-chloropyridin-4-yl)methanone ClC1=CC=C(C=C1)/C=C/CN1CCC2(CC1)CN(C1=CC=C(C=C12)F)C(=O)C1=CC(=NC=C1)Cl